FC1=CC=C(C=2C=NNC12)B1OC(C)(C)C(C)(C)O1 7-fluoro-1H-indazole-4-boronic acid pinacol ester